C(C1=CC=CC=C1)OCC1=CC(=NC=C1)B(O)O 4-[(BENZYLOXY)METHYL]PYRIDINE-2-BORONIC ACID